CC=1N=C2N(N=C(C=C2C)C=2C=C3N=CC(=NC3=C(C2)F)C2CCNCC2)C1 6-(2,8-dimethylimidazo[1,2-b]pyridazin-6-yl)-8-fluoro-2-(piperidin-4-yl)quinoxaline